N(CCO)(CCO)CCO.P(=O)(OC1=CC=CC=C1)(O)O phenyl phosphate triethanolamine salt